ClC1=NC(=NC(=N1)N1CCOCC1)NC1CCOCC1 4-chloro-6-morpholino-N-(tetrahydro-2H-pyran-4-yl)-1,3,5-triazin-2-amine